2-chloro-4-(1,3-dithian-2-yl)phenyl 5-methylhexanoate CC(CCCC(=O)OC1=C(C=C(C=C1)C1SCCCS1)Cl)C